C(C(C)C)[C@@H]1N=C(OC1)C1=NC=CC=C1 (S)-4-isobutyl-2-(pyridin-2-yl)-4,5-dihydro-oxazol